CSCC[C@@H](C#C)NC([C@H](CC1=CC=CC=C1)NC(=O)C=1NC2=CC=CC=C2C1)=O N-((S)-1-(((S)-5-(methylthio)pent-1-yn-3-yl)amino)-1-oxo-3-phenylpropan-2-yl)-1H-indole-2-carboxamide